t-butyldimethylsilylIsobutyl-tertiary butyl-silicon [Si](C)(C)(C(C)(C)C)[Si](C(C)(C)C)CC(C)C